C(C)OP(=O)(OCC)C(C(=O)OC(C)(C)C)CC1=NC(=NO1)C(C)(CCCCCC)C tert-butyl 2-(diethoxyphosphoryl)-3-(3-(2-methyloctan-2-yl)-1,2,4-oxadiazol-5-yl)propanoate